2-methyl-1-(methyl-d3)-4-phenyl-1H-pyrrole CC=1N(C=C(C1)C1=CC=CC=C1)C([2H])([2H])[2H]